C(C)P(=O)(CC)C1=CC=C(C=C1)S(=O)(=O)N1C[C@@H](CCC1)C(=O)N1CCC(CC1)(F)F (R)-(1-((4-(diethylphosphoryl)phenyl)sulfonyl)piperidin-3-yl)(4,4-difluoropiperidin-1-yl)methanone